2,6-dimethyl-3-nitro-aniline CC1=C(N)C(=CC=C1[N+](=O)[O-])C